(S)-5-chloro-9-isopropyl-10-methyl-2-(methylthio)-9,10-dihydro-8H-7-oxa-1,3,6,10-tetraazacyclohepta[de]naphthalene ClC1=CC=2N=C(N=C3C2C(=N1)OC[C@@H](N3C)C(C)C)SC